4-methyl-3,4-dihydro-2H-1,4-benzoxazin CN1CCOC2=C1C=CC=C2